BrC=1C=C2C(=C(C(N(C2=NC1)CC1=CC=C(C=C1)F)=O)C(=O)OCC)O ethyl 6-bromo-1-(4-fluorobenzyl)-4-hydroxy-2-oxo-1,2-dihydro-1,8-naphthyridine-3-carboxylate